The molecule is a C-glycosyl compound that is 1,8,10-trihydroxy-3-methylanthracen-9-one substituted by a 1-O-acetyl-3-O-senecioyl-alpha-L-lyxopyranosyl moiety at position 10 via a C-glycosidic linkage (the 10S stereoisomer). It is isolated from the leaves of Alvaradoa haitiensis and exhibits cytotoxicity against human oral epidermoid carcinoma. It has a role as a metabolite and an antineoplastic agent. It is a C-glycosyl compound, an acetate ester, a member of anthracenes and a polyphenol. It derives from a 3-methylbut-2-enoic acid. CC1=CC2=C(C(=C1)O)C(=O)C3=C([C@]2([C@H]4[C@@H]([C@H]([C@H]([C@@H](O4)OC(=O)C)O)OC(=O)C=C(C)C)O)O)C=CC=C3O